C(C1=CC=CC=C1)N1CCC(=C(C1)C1=C(C=CC=C1)C(C)C)OC 1-benzyl-5-(2-isopropylphenyl)-4-methoxy-1,2,3,6-tetrahydropyridine